2-bromo-8H-pyrano[3,4-b]pyridin-5-one BrC1=CC=C2C(=N1)COCC2=O